(S)-3-(1-(4-cyanopyridin-3-yl)pyrrolidin-3-yl)-4-methyl-N-(5-(1,1,1-trifluoro-2-methylpropan-2-yl)isoxazol-3-yl)benzamide C(#N)C1=C(C=NC=C1)N1C[C@@H](CC1)C=1C=C(C(=O)NC2=NOC(=C2)C(C(F)(F)F)(C)C)C=CC1C